C(C1=CC=CC=C1)SC1=C(C(=NC=C1)[N+](=O)[O-])OC (benzylsulfanyl)-3-methoxy-2-nitropyridine